N-(3-(3-((4-chloro-1H-indazol-5-yl)amino)isoxazol-5-yl)phenyl)-1-methyl-1H-pyrazole-4-carboxamide ClC1=C2C=NNC2=CC=C1NC1=NOC(=C1)C=1C=C(C=CC1)NC(=O)C=1C=NN(C1)C